1-fluoro-4-[2-[4-(methylsulfonyl)phenyl]cyclopenten-1-yl]benzene FC1=CC=C(C=C1)C1=C(CCC1)C1=CC=C(C=C1)S(=O)(=O)C